2-azido-3-(2-cyclopentylthiazol-5-yl)prop-2-enoic acid ethyl ester C(C)OC(C(=CC1=CN=C(S1)C1CCCC1)N=[N+]=[N-])=O